methyl (E)-7-(4,4,5,5-tetramethyl-1,3,2-dioxaborolan-2-yl)hept-6-enoate CC1(OB(OC1(C)C)/C=C/CCCCC(=O)OC)C